P(OCCCCCCCCCCC(C)C)([O-])=O isotridecyl phosphonate